C1(CCCCC1)S(=O)(=O)N1C[C@H](CCC1)C=1NC(N(N1)C1=CC=C(C=C1)OC)=O (S)-5-(1-(cyclohexylsulfonyl)piperidin-3-yl)-2-(4-methoxyphenyl)-2,4-dihydro-3H-1,2,4-triazol-3-one